4-(4-Cyano-3-hydroxy-7-p-tolylethynyl-quinolin-2-yl)-4-oxo-butyric acid ethyl ester C(C)OC(CCC(=O)C1=NC2=CC(=CC=C2C(=C1O)C#N)C#CC1=CC=C(C=C1)C)=O